Methyl 2-(6-{5-chloro-2-[(oxan-4-yl)amino]pyrimidin-4-yl}-1-oxo-2,3-dihydro-1H-isoindol-2-yl)acetate ClC=1C(=NC(=NC1)NC1CCOCC1)C1=CC=C2CN(C(C2=C1)=O)CC(=O)OC